(Z)-2-(5-bromo-2-methyl-1-(3-phenoxybenzylidene)-1H-inden-3-yl)acetic acid BrC=1C=C2C(=C(/C(/C2=CC1)=C/C1=CC(=CC=C1)OC1=CC=CC=C1)C)CC(=O)O